(2R)-N-(3-((1-(2-aminoquinoline-4-yl)ethyl)carbamoyl)-4-methylphenyl)piperidine-2-carboxamide NC1=NC2=CC=CC=C2C(=C1)C(C)NC(=O)C=1C=C(C=CC1C)NC(=O)[C@@H]1NCCCC1